O1C2=C(OCC1)C(=CC=C2)C2=CC1=C(NC(=N1)CCNCCC=1OC=C(N1)C(=O)NCC1=NC=CC=C1F)C=C2 2-(2-((2-(5-(2,3-dihydrobenzo[b][1,4]dioxin-5-yl)-1H-benzo[d]imidazol-2-yl)ethyl)amino)ethyl)-N-((3-fluoropyridin-2-yl)methyl)oxazole-4-carboxamide